5-((N-(tert-butoxycarbonyl)-2-chloro-3,4-bis((4-methoxybenzyl)oxy)benzamido)methyl-2H-tetrazol-2-yl)-7-oxo-6-(2-phenylacetamido)-4-thia-1-azabicyclo[3.2.0]heptane-3-carboxylate C(C)(C)(C)OC(=O)N(C(C1=C(C(=C(C=C1)OCC1=CC=C(C=C1)OC)OCC1=CC=C(C=C1)OC)Cl)=O)CC=1N=NN(N1)C12SC(CN2C(C1NC(CC1=CC=CC=C1)=O)=O)C(=O)[O-]